(S)-1-(1-(benzyloxy)-3-(tritylthio)propan-2-yl)-5-(trimethylsilyl)-1H-1,2,3-triazole C(C1=CC=CC=C1)OC[C@@H](CSC(C1=CC=CC=C1)(C1=CC=CC=C1)C1=CC=CC=C1)N1N=NC=C1[Si](C)(C)C